C1(=CC=CC=C1)C(CNC1=CC=CC=C1)=C N-(2-phenylallyl)aniline